5-Amino-4-(2-chloro-5-fluorophenyl)-7-(1-cyclopropyl-1H-pyrazol-4-yl)-8-(2-hydroxyethyl)-3,4-dihydroisoquinoline NC1=C2C(CN=CC2=C(C(=C1)C=1C=NN(C1)C1CC1)CCO)C1=C(C=CC(=C1)F)Cl